ClC1=C(C2=C(C(N3[C@H](CO2)CN(CC3)C(=O)OC(C)(C)C)=O)C(=N1)N1CC(OCC1)(C)C)Cl tert-Butyl (S)-3,4-dichloro-1-(2,2-dimethylmorpholino)-12-oxo-6a,7,9,10-tetrahydro-12H-pyrazino[2,1-c]pyrido[3,4-f][1,4]oxazepine-8(6H)-carboxylate